methyl (S)-4-((7-((1-((tert-butyldiphenylsilyl) oxy) hex-3-yl) amino)-5-((methoxycarbonyl) amino)-1H-pyrazolo[4,3-d]pyrimidin-1-yl) methyl)-3-methoxybenzoate [Si](C1=CC=CC=C1)(C1=CC=CC=C1)(C(C)(C)C)OCC[C@H](CCC)NC=1C2=C(N=C(N1)NC(=O)OC)C=NN2CC2=C(C=C(C(=O)OC)C=C2)OC